CC=1C=C(C(=O)N2CC3=CC(=CC=C3CC2)C(C(=O)O)CC=2C=C3CCN(CC3=CC2)C)C=CC1C [2-(3,4-dimethylbenzoyl)-3,4-dihydro-1H-isoquinolin-7-yl]-3-(2-methyl-3,4-dihydro-1H-isoquinolin-6-yl)propanoic Acid